N1CCC2(CC1)C(C=1C(=NC=CC1)C2)NS(=O)C(C)(C)C N-{5,7-dihydro-spiro[cyclopenta[b]pyridin-6,4'-piperidin]-5-yl}-2-methylpropane-2-sulfinamide